OCC1CC=2C(C=3N(C1)N=C1C3CN(CC1)C(=O)OC(C)(C)C)=NOC2 tert-Butyl 5-(hydroxymethyl)-5,6,9,10-tetrahydro-4H-isoxazolo[3,4-c]pyrido-[4',3':3,4]pyrazolo[1,5-a]azepine-11(12H)-carboxylate